N[C@@H]1C2=CC=CC=C2CC12CCN(CC2)C=2NC(C1=C(N2)NN=C1C1C=2C=CC=CC2C1)=O 6-((S)-1-amino-1,3-dihydrospiro[indene-2,4'-piperidine]-1'-yl)-3-(bicyclo[4.2.0]octan-1(6),2,4-trien-7-yl)-1,5-dihydro-4H-pyrazolo[3,4-d]pyrimidin-4-one